1-cyclohexyl-1,5-dihydro-4H-pyrazolo[3,4-d]pyrimidin-4-one C1(CCCCC1)N1N=CC2=C1N=CNC2=O